N-(4-((2-amino-3-chloropyridin-4-yl)oxy)-3-fluorophenyl)-1-(pyridin-4-yl)-5-(trifluoromethyl)-1H-pyrazole-4-carboxamide NC1=NC=CC(=C1Cl)OC1=C(C=C(C=C1)NC(=O)C=1C=NN(C1C(F)(F)F)C1=CC=NC=C1)F